3-(cyclopropoxy)-4-(3-fluorophenyl)-N-[[4-(hydroxymethyl)-1-(2-trimethylsilylethoxymethyl)indazol-7-yl]methyl]-N-methyl-benzamide C1(CC1)OC=1C=C(C(=O)N(C)CC=2C=CC(=C3C=NN(C23)COCC[Si](C)(C)C)CO)C=CC1C1=CC(=CC=C1)F